COC(=O)C1=C(C(=NC=C1)C1=NC(=CC=C1)C)C=1C=CC=2N(C1)C(=CN2)C#N Methyl-3-(3-cyanoimidazo[1,2-a]pyridin-6-yl)-6'-methyl-[2,2'-bipyridin]-4-carboxylat